O(C1=CC=CC=C1)C(=O)C1=C(C=CC=C1)B(O)O (phenoxycarbonyl)phenylboronic acid